(R)-Tetrahydrofuran-3-yl ((4-nitrophenoxy)(phenoxy)phosphoryl)-L-alaninate [N+](=O)([O-])C1=CC=C(OP(=O)(OC2=CC=CC=C2)N[C@@H](C)C(=O)O[C@H]2COCC2)C=C1